6-{2-[(3-exo)-8-azabicyclo[3.2.1]oct-3-yl-(methyl)amino]-4-fluoro-1,3-benzothiazol-6-yl}-2-methylimidazo[1,2-b]pyridazine-8-carbonitrile hydrochloride Cl.C12CC(CC(CC1)N2)N(C=2SC1=C(N2)C(=CC(=C1)C=1C=C(C=2N(N1)C=C(N2)C)C#N)F)C